[Cl-].C(C(C)(C)C)(=O)[O-].[Pb+2] lead(II) pivalate chloride